NC=1C(=NON1)C1=NC=2C(=NC=CC2)N1CC1=CC=C(N=N1)C#N 6-((2-(4-amino-1,2,5-oxadiazol-3-yl)-3H-imidazo[4,5-b]pyridin-3-yl)methyl)pyridazine-3-carbonitrile